4-(4-(4-(2-(2-aminopyridin-3-yl)-5-(3-cyanopyridin-2-yl)-3H-imidazo[4,5-b]pyridin-3-yl)benzyl)piperazin-1-yl)pyrimidine-2-carbonitrile NC1=NC=CC=C1C1=NC=2C(=NC(=CC2)C2=NC=CC=C2C#N)N1C1=CC=C(CN2CCN(CC2)C2=NC(=NC=C2)C#N)C=C1